N1=C(C=CC=C1)CN(C1=CC=C(C=O)C=C1)CC1=NC=CC=C1 4-(bis(pyridin-2-ylmethyl)amino)benzaldehyde